tert-Butyl (cis-3-((4-methoxybenzyl)carbamoyl)cyclobutyl)carbamate COC1=CC=C(CNC(=O)[C@H]2C[C@H](C2)NC(OC(C)(C)C)=O)C=C1